O=C1C=2C=CC=NC2C=C(N1)CCCN1C2CN(CC1CC2)C=2C=CC(=NC2)C#N 5-(8-(3-(5-oxo-5,6-dihydro-1,6-naphthyridin-7-yl)propyl)-3,8-diazabicyclo[3.2.1]octan-3-yl)pyridinecarbonitrile